4-(((((S)-1-(2,6-dimethoxy-4-(2-methyl-1-oxo-1,2-dihydro-2,7-naphthyridin-4-yl)benzyl)azetidin-2-yl)methyl)(methyl)amino)methyl)-2-(2,6-dioxopiperidin-3-yl)isoindoline-1,3-dione COC1=C(CN2[C@@H](CC2)CN(C)CC2=C3C(N(C(C3=CC=C2)=O)C2C(NC(CC2)=O)=O)=O)C(=CC(=C1)C1=CN(C(C2=CN=CC=C12)=O)C)OC